N-(2-fluoro-4-iodophenyl)pyridin-3-amine FC1=C(C=CC(=C1)I)NC=1C=NC=CC1